4-chlorobenzenesulfonic acid [2-methoxyethyl amide] COCCNS(=O)(=O)C1=CC=C(C=C1)Cl